(3R)-3-amino-7-(6-tert-butyl-1,2,4-triazin-3-yl)-5-[(4-chlorophenyl)methyl]-8-fluoro-1,1-dioxo-2,3-dihydro-1λ6,5-benzothiazepine-4-One N[C@H]1CS(C2=C(N(C1=O)CC1=CC=C(C=C1)Cl)C=C(C(=C2)F)C=2N=NC(=CN2)C(C)(C)C)(=O)=O